5-amino-3-(4-chloro-3,5-difluoro-phenyl)-1-tetrahydropyran-4-yl-pyrazole-4-carbonitrile NC1=C(C(=NN1C1CCOCC1)C1=CC(=C(C(=C1)F)Cl)F)C#N